N[C@]1([C@@H](CC[C@H](C1)CCB(O)O)CN(C)C)C(=O)O |r| rac-(1R,2S,5R)-1-amino-5-(2-boronoethyl)-2-((dimethylamino)methyl)cyclohexane-1-carboxylic acid